C(C)NC1=C(C=CC=C1)NCCNC1=CC=C(C=C1)CC N-(2-ethylamino-phenyl)-N'-(4-ethyl-phenyl)-1,2-ethanediamine